C1(=C(C=CC=C1)C1(CC1)C(N)=N)C 1-(o-tolyl)cyclopropane-1-carboximidamide